Cl.N[C@@H](COC1=CC=C2C(N=C(O2)C)=C1C(=O)OC)CC1=CC=CC=C1 Methyl (R)-5-(2-amino-3-phenylpropoxy)-2-methylbenzo[d]oxazole-4-carboxylate hydrochloride